ClC=1C(=CC(=NC1)N1CCC(CC1)CO)NC=1C=C2C=C(C(N(C2=NC1)C(C)C)=O)OCC(=O)NC 2-((6-((5-chloro-2-(4-(hydroxymethyl)piperidin-1-yl)pyridin-4-yl)amino)-1-isopropyl-2-oxo-1,2-dihydro-1,8-naphthyridin-3-yl)oxy)-N-methylacetamide